2-methyl-6-[(propan-2-yl)oxy]benzene-1-sulfonamide CC1=C(C(=CC=C1)OC(C)C)S(=O)(=O)N